tert-butyl{(5R)-6-[(3S)-3-acetamidopyrrolidin-1-yl]-6-oxo-5-[(piperidine-4-carbonyl)amino]hexyl}carbamate C(C)(C)(C)OC(NCCCC[C@H](C(=O)N1C[C@H](CC1)NC(C)=O)NC(=O)C1CCNCC1)=O